COC(C(CCN1C(N(C2=C1C=C(C=C2)NC2=C(C(=NC(=C2)C2=NC(=NO2)C)Cl)C#N)C)=O)C)=O 4-[6-[[2-chloro-3-cyano-6-(3-methyl-1,2,4-oxadiazol-5-yl)-4-pyridinyl]amino]-3-methyl-2-oxo-benzoimidazol-1-yl]-2-methyl-butanoic acid methyl ester